O-hydrogen thiophosphate P(=S)(O)([O-])[O-]